N-((5-(2-(2,2-difluoroacetyl)hydrazine-1-carbonyl)pyridin-2-yl)methyl)-N-phenylthiomorpholine-4-carboxamide 1,1-dioxide FC(C(=O)NNC(=O)C=1C=CC(=NC1)CN(C(=O)N1CCS(CC1)(=O)=O)C1=CC=CC=C1)F